(S)-5,7-difluoro-3,4-dihydro-2H-chromen-4-ol FC1=C2[C@H](CCOC2=CC(=C1)F)O